(S)-6-(1-amino-1,3-dihydrospiro[indene-2,4'-piperidin]-1'-yl)-3-(1-(2-(cyclopropylamino)pyridin-4-yl)cyclopropyl)-1,5-dihydro-4H-pyrazolo[3,4-d]pyrimidin-4-one N[C@@H]1C2=CC=CC=C2CC12CCN(CC2)C=2NC(C1=C(N2)NN=C1C1(CC1)C1=CC(=NC=C1)NC1CC1)=O